N-{(6R)-2-[4-(2,6-difluorophenyl)-6-(trifluoromethoxy)-1,2-benzoxazol-3-yl]-7,7-difluoro-3-oxo-2,5,6,7-tetrahydro-3H-pyrrolo[1,2-c]imidazol-6-yl}methanesulfonamide FC1=C(C(=CC=C1)F)C1=CC(=CC2=C1C(=NO2)N2C(N1C(=C2)C([C@@H](C1)NS(=O)(=O)C)(F)F)=O)OC(F)(F)F